N-hydroxy-4-{[3-(3-methyl-4-oxo-3,4-dihydroquinazolin-6-yl)-5-(3-methoxyphenyl)-1H-pyrazol-1-yl]methyl}benzamide ONC(C1=CC=C(C=C1)CN1N=C(C=C1C1=CC(=CC=C1)OC)C=1C=C2C(N(C=NC2=CC1)C)=O)=O